C1(CCCCC1)C(=O)C1CCCCC1 DICYCLOHEXYLMETHANONE